2-pyridinesulfonic acid N1=C(C=CC=C1)S(=O)(=O)O